2-((4-(2-hydroxypropan-2-yl)-2-(oxetan-3-yloxy)phenyl)amino)-7-((3r,4r)-4-methoxytetrahydrofuran-3-yl)-7H-pyrrolo[2,3-d]pyrimidine-6-carbonitrile OC(C)(C)C1=CC(=C(C=C1)NC=1N=CC2=C(N1)N(C(=C2)C#N)[C@@H]2COC[C@@H]2OC)OC2COC2